Phenyl-[(biphenylyl)dibenzofuranyl](dimethylfluorenyl)triazine C1(=CC=CC=C1)C1=C(C(=NN=N1)C1=C(C(=CC=2C3=CC=CC=C3CC12)C)C)C1=C(C=CC=2OC3=C(C21)C=CC=C3)C3=C(C=CC=C3)C3=CC=CC=C3